6-[7-(4-fluoro-2-methoxy-phenyl)-6-(5-prop-2-enoyl-6,7-dihydro-4H-thiazolo[5,4-c]pyridin-2-yl)thieno[3,2-c]pyridin-4-yl]-3,4-dihydro-1H-isoquinoline-2-carboxylic acid tert-butyl ester C(C)(C)(C)OC(=O)N1CC2=CC=C(C=C2CC1)C1=NC(=C(C2=C1C=CS2)C2=C(C=C(C=C2)F)OC)C=2SC=1CN(CCC1N2)C(C=C)=O